C(C)(C)(C)OC(=O)N1C2CC(=C(CC1CC2)CO)C2=CC=C(C=C2)F (-)-3-(4-fluorophenyl)-4-(hydroxymethyl)-9-azabicyclo[4.2.1]non-3-ene-9-carboxylic acid tert-butyl ester